N-(4-hexylpiperidinyl)-(2-ethyl)hexanamide C(CCCCC)C1CCN(CC1)NC(C(CCCC)CC)=O